C(C)[C@@H]1CCCN1 (3S,5R)-5-ethyl-pyrrolidine